ethoxybis(4-methylphenyl)phosphine C(C)OP(C1=CC=C(C=C1)C)C1=CC=C(C=C1)C